FC1=C2C=CC=NC2=C(C(=C1)F)C=1C(=NC(=CC1)N)N 3-(5,7-difluoroquinolin-8-yl)pyridine-2,6-diamine